C(C)(C)(C)OC(=O)N1[C@@H]2[C@@H](C(C[C@H]1CC2)=O)F |r| rac-(1S,2S,5R)-2-fluoro-3-oxo-8-azabicyclo[3.2.1]octane-8-carboxylic acid tert-butyl ester